(Z)-6-(3-bromo-2,5-difluorobenzyl)-7-(((R)-tert-butylsulfinyl)imino)-5-azaspiro[2.4]heptane-5-carboxylate BrC=1C(=C(CC\2N(CC3(CC3)/C2=N/[S@](=O)C(C)(C)C)C(=O)[O-])C=C(C1)F)F